N-methyl-3-(1-methylimidazol-4-yl)-4-[[5-(trifluoromethyl)pyrimidin-2-yl]amino]benzenesulfonamide CNS(=O)(=O)C1=CC(=C(C=C1)NC1=NC=C(C=N1)C(F)(F)F)C=1N=CN(C1)C